C1(CCCCCN1)=S ε-thiocaprolactam